N1=CC=C(C=C1)CNC(NC1=CC=C(C=C1)S(=O)(=O)NCC1=CC=C(C(=O)O)C=C1)=O 4-{[4-(3-Pyridin-4-ylmethyl-ureido)-benzenesulfonylamino]-methyl}-benzoic acid